CCCCCCCC(=O)OCC(COC(=O)CCCCCCC)OC(=O)CCCCCCC GLYCERYL tricaprylate